FC1=C(C=CC=C1)COC1=CC=2N(C=C1)N=C(C2C(=O)NC2(C(NCC2)=O)CO)C 5-[(2-fluorophenyl)methoxy]-N-[3-(hydroxymethyl)-2-oxopyrrolidin-3-yl]-2-methylpyrazolo[1,5-a]pyridine-3-carboxamide